ClC1=CC(=NC=C1)CN1C(C2=C(C=3C=CC=NC13)CCN(C2)C(=O)OC(C)(C)C)=O tert-butyl 6-((4-chloropyridin-2-yl)methyl)-5-oxo-1,4,5,6-tetrahydropyrido[3,4-c][1,8]naphthyridine-3(2H)-carboxylate